4-(1H-TETRAZOL-5-YL)BUTYLBORONIC ACID N1N=NN=C1CCCCB(O)O